C(C1=CC=CC=C1)OC[C@H](C(=O)N1CCC2(CC1)CN(C1=CC=CC=C12)S(=O)(=O)C)N1C(NC(C1=O)(C)C)=O 3-[(2R)-3-(benzyloxy)-1-{1-methanesulfonyl-1,2-dihydrospiro[indole-3,4'-piperidin]-1'-yl}-1-Oxopropan-2-yl]-5,5-dimethylimidazoline-2,4-dione